(3,3-dimethyl-2,3-dihydrofuro[2,3-b]pyridin-6-yl)methanamine CC1(COC2=NC(=CC=C21)CN)C